{3-(5-chloro-2-difluoromethoxyphenyl)-4-[(pyrazolo[1,5-a]pyrimidine-3-carbonyl)amino]pyrazol-1-yl}acetic acid ClC=1C=CC(=C(C1)C1=NN(C=C1NC(=O)C=1C=NN2C1N=CC=C2)CC(=O)O)OC(F)F